[2-amino-4-(trifluoromethoxy)phenyl]-[4-[2-(5,5-difluoro-3-piperidyl)-3H-imidazo[4,5-b]pyridin-7-yl]-1-piperidyl]methanone NC1=C(C=CC(=C1)OC(F)(F)F)C(=O)N1CCC(CC1)C1=C2C(=NC=C1)NC(=N2)C2CNCC(C2)(F)F